3-methoxy-4-((3-(4-(((1S,4S)-4-(3-methoxypyrrolidin-1-yl)cyclohexyl)amino)-1-(2,2,2-trifluoroethyl)-1H-indol-2-yl)prop-2-yn-1-yl)amino)benzenesulfonamide COC=1C=C(C=CC1NCC#CC=1N(C2=CC=CC(=C2C1)NC1CCC(CC1)N1CC(CC1)OC)CC(F)(F)F)S(=O)(=O)N